FC1=C(C(=CC(=C1)CNC1=NC=C(C(=C1)F)C)O)N1CC(NS1(=O)=O)=O 5-(2-fluoro-4-(((4-fluoro-5-methylpyridin-2-yl)amino)methyl)-6-hydroxyphenyl)-1,2,5-thiadiazolidin-3-one 1,1-dioxide